2-(((2-aminopyridin-3-yl)methyl)amino)ethan-1-ol tert-Butyl-(4R)-4-[(1R)-1-(2-hydroxyethyl)-3-methyl-butyl]-2,2-dimethyl-oxazolidine-3-carboxylate C(C)(C)(C)[C@]1(N(C(OC1)(C)C)C(=O)OCCNCC=1C(=NC=CC1)N)[C@H](CC(C)C)CCO